C(C)(C)OC1=CC=C(C=N1)CN1C2CN(CC1C2)C2=CC=C(C=N2)C2=NC1=CC=CC=C1C(=N2)NC2=NNC(=C2)C 2-(6-(6-((6-iso-propoxypyridin-3-yl)methyl)-3,6-diazabicyclo[3.1.1]heptan-3-yl)pyridin-3-yl)-N-(5-methyl-1H-pyrazol-3-yl)quinazolin-4-amine